ethionic anhydride S1(=O)(=O)CCS(=O)(=O)O1